Bromo-8-(pyrimidin-2-yl)-7,8-dihydropyrido[2',3':4,5]pyrrolo[1,2-a]pyrazin-9(6H)-one BrC=1C=CC2=C(C=C3N2CCN(C3=O)C3=NC=CC=N3)N1